tert-butyl-5-(2-hydroxyethyl)-7,8-dihydro-5H-1,6-naphthyridine-6-carboxylate C(C)(C)(C)OC(=O)N1C(C=2C=CC=NC2CC1)CCO